CC1=CC=C(C=C1)S(=O)(=O)N1C=CC=2C(=CC=CC12)C#N 1-(4-methylbenzenesulfonyl)-1H-indole-4-carbonitrile